C1(CC1)N1C[C@@H](N([C@@H](C1)C)C(=O)NCCCCC)C (2S,6R)-4-cyclopropyl-2,6-dimethyl-N-pentyl-piperazine-1-carboxamide